beta-(Benzofuran-5-yl)-2'-hydroxy-6'-(methoxymethoxy)acrylophenone O1C=CC2=C1C=CC(=C2)C=CC(=O)C2=C(C=CC=C2OCOC)O